ClC=1C=CC2=C(C(=[N+](CC=3N2N=C(C3)C(=O)O)[O-])C3=C(C=CC=C3)F)C1 8-chloro-6-(2-fluorophenyl)-5-oxido-4H-pyrazolo[1,5-a][1,4]benzodiazepin-5-ium-2-carboxylic Acid